BrC=1C=NN(C1)C1=CC(=CC=C1)[N+](=O)[O-] 4-bromo-1-(3-nitrophenyl)pyrazole